3-(2-phenoxyethyl)-1H-1,2,4-triazole O(C1=CC=CC=C1)CCC1=NNC=N1